FC(OC=1C=C(N)C=CC1)F 3-(difluoromethoxy)aniline